(±)-4-(3-(2-((2R)-2-Hydroxy-7-azabicyclo[2.2.1]heptan-7-yl)acetyl)-2-methyl-5-((E)-3-(2-methyl-1H-imidazol-1-yl)prop-1-en-1-yl)-1H-pyrrol-1-yl)benzonitrile O[C@H]1C2CCC(C1)N2CC(=O)C2=C(N(C(=C2)\C=C\CN2C(=NC=C2)C)C2=CC=C(C#N)C=C2)C